1-Iodopentadecafluoroheptane IC(C(C(C(C(C(C(F)(F)F)(F)F)(F)F)(F)F)(F)F)(F)F)(F)F